2,2,2-Trichloroethyl (2-(4-bromophenyl)acetoxy)carbamate BrC1=CC=C(C=C1)CC(=O)ONC(OCC(Cl)(Cl)Cl)=O